5-(1,5-dimethyl-4-hexenyl)-2-methyl-1,3-cyclohexadiene CC(CCC=C(C)C)C1C=CC(=CC1)C